ClC1=NC=C(C(=N1)NC1(CCCCC1)C#N)[N+](=O)[O-] 1-((2-chloro-5-nitropyrimidin-4-yl)amino)cyclohexane-1-carbonitrile